O=C1NC(CCC1N1C(C2=CC=C(C=C2C1=O)N1CCN(CC1)CCC(=O)O)=O)=O 3-[4-[2-(2,6-dioxopiperidin-3-yl)-1,3-dioxoisoindol-5-yl]piperazin-1-yl]propanoic acid